FC=1C(=C(C=CC1F)[C@H]1[C@@H](S[C@](C1)(C(F)(F)F)C)C(=O)NC1=CC(=C(C=C1)NS(N)(=O)=O)F)OC (2R,3S,5R)-3-(3,4-difluoro-2-methoxyphenyl)-N-[3-fluoro-4-(sulfamoylamino)phenyl]-5-methyl-5-(trifluoromethyl)thiolane-2-carboxamide